C(C=C)[Si](O[SiH](C)C)(C)C 1-allyl-1,1,3,3-tetramethyldisiloxane